C1(CCCCC1)C12CCCC(C1)C2 cyclohexyl-bicyclo[3.1.1]heptane